(aminoethyl)aminopropyl-trimethoxysilane NCCNCCC[Si](OC)(OC)OC